ClC1=CC=C2C(=CNC2=C1F)C=C1NC(N(C1=O)C=1C(=C(C#N)C=C(C1)F)F)=O (4-((6-chloro-7-fluoro-1H-indol-3-yl)methylene)-2,5-dioxoimidazolidin-1-yl)-2,5-difluorobenzonitrile